1-[4-Trifluoromethylphenyl]-3-[3-methyl-4-hydroxyphenyl]prop-2-en-1-one FC(C1=CC=C(C=C1)C(C=CC1=CC(=C(C=C1)O)C)=O)(F)F